2'-chloro-5'-methoxy-6-methyl-N-(5-(pyrrolidin-3-ylmethoxy)-1,3,4-thiadiazol-2-yl)-(4,4'-bipyridine)-3-carboxamide ClC1=NC=C(C(=C1)C1=C(C=NC(=C1)C)C(=O)NC=1SC(=NN1)OCC1CNCC1)OC